C(C#CC)C=1N=C2N(N(C(C=C2N2[C@H](CN([C@@H](C2)CC)C(C)C2=CC3=C(N=C(S3)C)C=C2)CC)=O)C)C1 2-(but-2-yn-1-yl)-8-((2S,5R)-2,5-diethyl-4-(1-(2-methylbenzo[d]thiazol-6-yl)ethyl)piperazin-1-yl)-5-methylimidazo[1,2-b]pyridazin-6(5H)-one